NC1=C(C=CC(=C1F)NCC1=CC=C(C=C1)C(F)(F)F)NC(OC(C)C)=O Isopropyl (2-amino-3-fluoro-4-((4-(trifluoromethyl)benzyl)amino)phenyl)carbamate